ClC1=C(C=CC=C1)C=1NC(=C(N1)C1=CC(=CC=C1)C)C1=CC(=CC=C1)C 2-(o-chlorophenyl)-4,5-bis(m-methylphenyl)imidazole